FC(C1=CC2=C(CN(CCS2)C(=O)N2CCN(CC2)C(=O)OC(C)(C)C)C=C1)(F)F tert-butyl 4-(8-(trifluoromethyl)-2,3,4,5-tetrahydrobenzo[f][1,4]thiazepine-4-carbonyl)piperazine-1-carboxylate